N-((2S,3R)-3-(benzyloxy)-1-oxo-1-(piperidin-1-yl)butan-2-yl)-2-((S)-2,2-dimethylcyclopropanecarbonyl)-2,6-diazaspiro[3.4]octane-8-carboxamide C(C1=CC=CC=C1)O[C@@H]([C@@H](C(N1CCCCC1)=O)NC(=O)C1CNCC12CN(C2)C(=O)[C@@H]2C(C2)(C)C)C